CC1(C2CC(C(C1)C2)(C)C)SCCC(=O)O 3-((2,5,5-trimethyl-bicyclo[2.2.1]heptan-2-yl)thio)propanoic acid